NC1=C(C=C(C(=C1)N)C)OCC 2,4-diamino-1-ethoxy-5-methylbenzene